2-nitro-3-(4-(tetrahydro-2H-pyran-4-yl)piperazin-1-yl)aniline [N+](=O)([O-])C1=C(N)C=CC=C1N1CCN(CC1)C1CCOCC1